6-chloro-7-(5,7-dihydro-6H-pyrrolo[3,4-b]pyridin-6-yl)-1-(4-hydroxy-phenyl)-4-oxo-1,4-dihydroquinoline-3-carboxylic acid ClC=1C=C2C(C(=CN(C2=CC1N1CC2=NC=CC=C2C1)C1=CC=C(C=C1)O)C(=O)O)=O